ClC1=NC=C(C=N1)CN1CCC(CC1)N1N=C(C=2C1=NC=NC2N)C2=CC=C(C=C2)OC2=CC=CC=C2 1-[1-[(2-chloropyrimidin-5-yl)methyl]-4-piperidinyl]-3-(4-phenoxyphenyl)pyrazolo[3,4-d]pyrimidin-4-amine